2-Methyl-oxazole-4-carboxylic acid [4-methoxy-7-(1-methyl-1H-pyrazol-4-yl)-thiazolo[4,5-c]pyridin-2-yl]-amide COC1=NC=C(C2=C1N=C(S2)NC(=O)C=2N=C(OC2)C)C=2C=NN(C2)C